Ethyl (2R)-3-(5-cyano-1H-imidazol-1-yl)-2-{[(1,2,3,5,6,7-hexahydro-s-indacen-4-yl)carbamoyl]oxy}propanoate C(#N)C1=CN=CN1C[C@H](C(=O)OCC)OC(NC1=C2CCCC2=CC=2CCCC12)=O